2,2'-bis(dl-m-fluorophenylphosphino)-6,6'-dimethyl-1,1'-biphenyl FC=1C=C(C=CC1)PC1=C(C(=CC=C1)C)C1=C(C=CC=C1C)PC1=CC(=CC=C1)F